O1CCN(CC1)C1=NC=CC2=C1C=C(N2COCC[Si](C)(C)C)C2=CC=C(N)C=C2 4-(4-morpholino-1-((2-(trimethylsilyl)ethoxy)methyl)-1H-pyrrolo[3,2-c]pyridin-2-yl)aniline